4-(tert-butoxycarbonyl)-4-azaspiro[2.5]octane-7-carboxylic acid C(C)(C)(C)OC(=O)N1C2(CC2)CC(CC1)C(=O)O